tert-butyl 4-[5-[(1S)-1-[(2S,4R)-4-hydroxy-2-[[(1S)-1-[4-(4-methylthiazol-5-yl) phenyl]ethyl]carbamoyl]pyrrolidine-1-carbonyl]-2-methyl-propyl]isoxazol-3-yl]oxypiperidine-1-carboxylate O[C@@H]1C[C@H](N(C1)C(=O)[C@@H](C(C)C)C1=CC(=NO1)OC1CCN(CC1)C(=O)OC(C)(C)C)C(N[C@@H](C)C1=CC=C(C=C1)C1=C(N=CS1)C)=O